O(P(O)(=O)OP(=O)(O)OP(=O)(O)O)C[C@H]1O[C@]([C@@H]([C@@H]1O)O)(C1=CC=C2C(=NC=NN21)NC(C(CC)CC)=O)C#N ((2R,3S,4R,5R)-5-cyano-5-(4-(2-ethylbutanamido)pyrrolo[2,1-f][1,2,4]triazin-7-yl)-3,4-dihydroxytetrahydrofuran-2-yl)methyl tetrahydrogen triphosphate